C(=C)C1=CC=C(C=N1)CCCO 3-(6-vinyl-3-pyridyl)propan-1-ol